BrC1=CN=C2N1N=CC(=C2)CN(C)C ({3-bromoimidazo[1,2-b]pyridazin-7-yl}methyl)dimethylamine